N-(17-amino-8,17-dioxo-3,6,12,15-tetraoxa-9-azaheptadecyl)acetamide methyl-1-[6-(2-methylpyrazol-3-yl)pyrimidin-4-yl]piperidine-4-carboxylate COC(=O)C1CCN(CC1)C1=NC=NC(=C1)C=1N(N=CC1)C.NC(COCCOCCNC(COCCOCCNC(C)=O)=O)=O